19-bromo-20-methoxy-2,2-dioxo-11-(trifluoromethyl)-15-oxa-2λ6,6-dithia-3,10-diazatetracyclo[15.3.1.14,7.08,13]docosa-1(21),4,7(22),8,10,12,17,19-octaen-16-one BrC=1C=C2C(OCC3=CC(=NC=C3C=3SC=C(NS(C(C1OC)=C2)(=O)=O)C3)C(F)(F)F)=O